[Cl-].C(C=C)(=O)OCCC[N+](C)(C)CC1=CC=CC=C1 [3-(acryloyloxy)propyl]benzyldimethylammonium chloride